O=C1NC2=CC=CC=C2C12CCC(CC2)N2C[C@@H](CC2)NC(OCC)=O ethyl [(3R)-1-(2'-oxo-1',2'-dihydrospiro[cyclohexane-1,3'-indol]-4-yl)pyrrolidin-3-yl]carbamate